N[C@@H]1CN(CC1)C=1N(C(C2=C(N1)NC=C2C2=C(C1=CN(N=C1C=C2)C)Cl)=O)C (S)-2-(3-amino-pyrrolidin-1-yl)-5-(4-chloro-2-methyl-2H-indazol-5-yl)-3-methyl-3,7-dihydro-4H-pyrrolo[2,3-d]pyrimidin-4-one